FC(C1=CC=C(C=C1)C=1C=C(C=C2C=C(N=NC12)OC)C)(F)F 8-(4-trifluoromethylphenyl)-3-methoxy-6-methyl-cinnoline